N1(CCCC1)C=1C(C(CC1N1CCCC1)(C)O)=O 2,3-bis(pyrrolidin-1-yl)-5-hydroxy-5-methyl-2-cyclopenten-1-one